C(CCC)C1=NC=2C(=C3C(=NC2N)C=C(S3)C3CCN(CC3)CCOCCOCCOC)N1CC1CCN(CC1)C 2-butyl-1-[(1-methylhexahydropyridin-4-yl)methyl]-7-[1-(2,5,8-trioxadecan-10-yl)hexahydropyridin-4-yl]thieno[3,2-b]imidazo[4,5-d]pyridine-4-amine